C(C)N1C(N(C=CC1=O)CC(=O)N1[C@@H](C[C@H](C1)F)C(=O)N[C@@H](C1=CC=CC=C1)C1=NC(=C(C=C1)C(C)C)F)=O (2S,4R)-1-[2-(3-ethyl-2,4-dioxo-1,2,3,4-tetrahydropyrimidin-1-yl)acetyl]-4-fluoro-N-[(S)-[6-fluoro-5-(propan-2-yl)pyridin-2-yl](phenyl)methyl]pyrrolidine-2-carboxamide